COC=1C=CC=2N(C3=CC=C(C=C3SC2C1)OC)CCOCCOC 3,7-dimethoxy-N-(2-(2-methoxyethoxy)ethyl)phenothiazine